FC([C@@H](C1=CC=C(C=C1)F)N1N=CC(=C1)C=1C(=C(C=CC1)C1=C(C=2N(C=C1)N=C(N2)N)OC)F)(C)F (R)-7-(3-(1-(2,2-difluoro-1-(4-fluorophenyl)propyl)-1H-pyrazol-4-yl)-2-fluorophenyl)-8-methoxy-[1,2,4]triazolo[1,5-a]pyridin-2-amine